ClC1=C(C(=C(C=C1OC)OC)Cl)C1=CC2=C(N=C(N=C2)N[C@H]2[C@H](CN(C2)C2COC2)NC(C=C)=O)C(=N1)NC1COC1 N-((3S,4R)-4-((6-(2,6-dichloro-3,5-dimethoxyphenyl)-8-(oxetan-3-ylamino)pyrido[3,4-d]pyrimidin-2-yl)amino)-1-(oxetan-3-yl)pyrrolidin-3-yl)acrylamide